N1=C(C=CC=2CCCNC12)CCC1CC(C1)OCC[C@H](NC(=O)C=1C(=NC(=NC1C)C)C)C(=O)O O-(3-(2-(5,6,7,8-tetrahydro-1,8-naphthyridin-2-yl)ethyl)cyclobutyl)-N-(2,4,6-trimethylpyrimidine-5-carbonyl)homoserine